pentafluoro-1-butanol FC(C(C(O)(F)F)(F)F)C